5,8-dibromo-2-phenyl-3-(3',4'-difluorophenyl)-6,7-dioctyloxyquinoxaline BrC1=C2N=C(C(=NC2=C(C(=C1OCCCCCCCC)OCCCCCCCC)Br)C1=CC=CC=C1)C1=CC(=C(C=C1)F)F